5-(azetidin-2-ylmethoxy)-N-(1-(6-fluoronaphthalen-1-yl)cyclopropyl)-2-methylbenzamide N1C(CC1)COC=1C=CC(=C(C(=O)NC2(CC2)C2=CC=CC3=CC(=CC=C23)F)C1)C